((S)-1-(2-Chlorophenyl)ethyl)-N-((R,E)-4-(methylsulfonyl)but-3-en-2-yl)-1H-indazole-5-carboxamide ClC1=C(C=CC=C1)[C@H](C)N1N=CC2=CC(=CC=C12)C(=O)N[C@H](C)\C=C\S(=O)(=O)C